CC1=NN(C=2C1=NC(=CC2)C(=O)O)C2COC2 3-methyl-1-(oxetan-3-yl)-1H-pyrazolo[4,3-b]Pyridine-5-carboxylic acid